O=C1NC(CCC1N1C(N(C2=C1C=CC=C2CCN2CC1(C2)CCN(CC1)CC1CCC(CC1)NC(OC(C)(C)C)=O)C)=O)=O tert-butyl N-[4-[[2-[2-[1-(2,6-dioxo-3-piperidyl)-3-methyl-2-oxo-benzimidazol-4-yl] ethyl]-2,7-diazaspiro[3.5]nonan-7-yl]methyl]cyclohexyl]carbamate